pyridine-3-sulfonamide hydrochloride Cl.N1=CC(=CC=C1)S(=O)(=O)N